FC1=C(CC=2NC(=NN2)C(=O)NC2=NC=CC(=C2)C2=C(C=CC(=C2)OCCCC(C)(C)O)C)C=CC=C1 5-(2-Fluorobenzyl)-N-(4-(5-((4-hydroxy-4-methylpentyl)oxy)-2-methylphenyl)pyridin-2-yl)-4H-1,2,4-triazole-3-carboxamide